1-(7-((4-chloro-5-(trifluoromethyl)pyrimidin-2-yl)amino)-6-ethyl-3,4-dihydroisoquinolin-2(1H)-yl)-2,2,2-trifluoroethan-1-one ClC1=NC(=NC=C1C(F)(F)F)NC1=C(C=C2CCN(CC2=C1)C(C(F)(F)F)=O)CC